N-(3-cyano-2-methoxypyridin-4-yl)-5-methoxy-1,8,10-triazatricyclo[7.4.0.02,7]trideca-2(7),3,5,8,10,12-hexaene-11-carboxamide C(#N)C=1C(=NC=CC1NC(=O)C1=NC2=NC=3C=C(C=CC3N2C=C1)OC)OC